1-hydroxypregn-4-ene-3,11,20-trione OC1CC(C=C2CC[C@H]3[C@@H]4CC[C@H](C(C)=O)[C@]4(CC([C@@H]3[C@@]12C)=O)C)=O